F[C@H]1[C@H]2CC[C@@H](C[C@H]1C1=C(N=C(N=N1)C=1C=C3C(C=C(OC3=CC1O)C)=O)NC)N2 6-(((1R,2R,3S,5S)-2-fluoro-8-azabicyclo[3.2.1]octan-3-yl)(methyl)amino-1,2,4-triazin-3-yl)-7-hydroxy-2-methyl-4H-chromen-4-one